O1CC(COC12CCCCC2)(C(=O)OC2CC(NC(C2)(C)C)(C)C)C(=O)OC2CC(NC(C2)(C)C)(C)C 1,5-dioxaspiro(5.5)undecane-3,3-dicarboxylic acid, bis(2,2,6,6-tetramethyl-4-piperidinyl) ester